FC=1C=2C3=C(C(NC2C=CC1)=O)COC3 9-fluoro-3,5-dihydrofuro[3,4-c]quinolin-4(1H)-one